1,1'-bis(diphenylphosphinomethyl)-2,2'-biphenyl C1(=CC=CC=C1)P(C1=CC=CC=C1)CC1=C(C=CC=C1)C1=C(C=CC=C1)CP(C1=CC=CC=C1)C1=CC=CC=C1